C(C)(C)(C)C1=CC(=C(C=C1)NS(=O)(=O)C1=CC=C(C=C1)NC(NCC=1C=NC=CC1)=O)Cl 3-{4-[(4-tert-butyl-2-chlorophenyl)sulfamoyl]phenyl}-1-(pyridin-3-ylmethyl)urea